1-ethyl-9,10-bis(n-hexylcarbonyloxy)anthracene Methyl-5-methyl-6-(2,2,2-trifluoro-1,1-dimethyl-ethyl)pyrrolo[2,3-b]pyrazine-3-carboxylate COC(=O)C1=CN=C2C(=N1)N(C(=C2)C(C(F)(F)F)(C)C)C.C(C)C2=CC=CC1=C(C3=CC=CC=C3C(=C21)OC(=O)CCCCCC)OC(=O)CCCCCC